7-fluoro-2-methyl-2H-indazole FC1=CC=CC2=CN(N=C12)C